BrC1=CC(=C(CNC2=C(C=NC3=CC(=C(C=C23)OC)OC)C(=O)OCC)C(=C1)F)F Ethyl 4-((4-bromo-2,6-difluorobenzyl)amino)-6,7-dimethoxyquinoline-3-carboxylate